ClC=1C=C(C=CC1Cl)NC(=O)N1[C@@H]2CC[C@H]1[C@@H](C=1N=CN=CC12)F (5R,8S,9S)-N-(3,4-Dichlorophenyl)-9-fluoro-6,7,8,9-tetrahydro-5H-5,8-epiminocyclohepta[d]pyrimidine-10-carboxamide